C(C1=CC=CC=C1)OC(=O)N[C@H](C(=O)N[C@H](/C=C/C1=[N+](C=CC=C1)C)CCC1=CC=CC=C1)CC1=CC=CC=C1 2-((S,E)-3-((S)-2-(((Benzyloxy)carbonyl)amino)-3-phenylpropanamido)-5-phenylpent-1-en-1-yl)-1-methylpyridin-1-ium